C(C)C=1C=C(C=CC1C=O)\C(\C)=N\OCC=1C=CC(=C(C#N)C1)OC(C)C (E)-5-((((1-(3-ethyl-4-formylphenyl)ethylidene)amino)oxy)methyl)-2-isopropoxybenzonitrile